NC=1C=C2CCCC(C2=CC1)=O 6-amino-3,4-dihydronaphthalene-1(2H)-one